C(#N)C1=C(C=CC(=C1)C1=NN(C=N1)C1=NC=C(C=C1)OC(F)(F)F)NC(=O)\N=C\1/SCC(N1C1=C(C=CC(=C1)OC)C(C)C)=O (Z)-1-(2-cyano-4-(1-(5-(trifluoromethoxy)pyridin-2-yl)-1H-1,2,4-triazol-3-yl)phenyl)-3-(3-(2-isopropyl-5-methoxyphenyl)-4-oxothiazolidin-2-ylidene)urea